N,N-bis(trifluoroethyl)acetamide FC(CN(C(C)=O)CC(F)(F)F)(F)F